[Br-].C(CCCCCCCCCCCCCCCCC)NCC(O)(O)O octadecyl-trihydroxyethyl-amine bromide